3-[6-[[2-(4-methyl-3-oxo-piperazin-1-yl)-2-oxo-ethyl]amino]-1-oxo-isoindolin-2-yl]piperidine-2,6-dione CN1C(CN(CC1)C(CNC1=CC=C2CN(C(C2=C1)=O)C1C(NC(CC1)=O)=O)=O)=O